BrC=1C(=C(SC1Br)C(=S)NC1(CC1)C(=O)OC)F methyl 1-{[(4,5-dibromo-3-fluoro-2-thienyl)carbonothioyl]amino}cyclopropanecarboxylate